[N+](=O)([O-])C1=C(C=C(CP(OCC)(OCC)=O)C=C1)OCOCC[Si](C)(C)C Diethyl (4-nitro-3-((2-(trimethylsilyl)ethoxy)methoxy)benzyl)phosphonate